(E)-N-(4-(3-(dimethylamino)acryloyl)-3-hydroxyphenyl)acetamide CN(/C=C/C(=O)C1=C(C=C(C=C1)NC(C)=O)O)C